FC=1C=NN(C1)C1=CC=C(C=N1)C(=O)N1C2CN(CC1CC2)C2=NC=CC(=N2)NC2=NNC(=C2)C (6-(4-fluoro-1H-pyrazol-1-yl)pyridin-3-yl)(3-(4-((5-methyl-1H-pyrazol-3-yl)amino)pyrimidin-2-yl)-3,8-diazabicyclo[3.2.1]octane-8-yl)methanone